Tert-butyl 2-(1-{3-[(dimethylamino)methyl]phenyl}pyrazol-4-yl)acetate CN(C)CC=1C=C(C=CC1)N1N=CC(=C1)CC(=O)OC(C)(C)C